monobutyl phosphate monosodium salt [Na+].P(=O)(OCCCC)([O-])O